CS(=O)(=O)OC1CC(C1)(C1=NN=CN1C)C1=CC(=CC=C1)Br (1s,3s)-3-(3-bromophenyl)-3-(4-methyl-4H-1,2,4-triazol-3-yl)cyclobutyl methanesulfonate